C(\C=C\CN1C(=NC2=C1C(=CC(=C2)C(N)=O)O)NC(=O)C2=C(N=C(O2)C)CC)N2C(=NC1=C2C(=CC(=C1)C(N)=O)O)NC(=O)C1=C(N=C(O1)C)CC (E)-N,N'-(but-2-ene-1,4-diylbis(5-carbamoyl-7-hydroxy-1H-benzo[d]imidazole-1,2-diyl))bis(4-ethyl-2-methyloxazole-5-carboxamide)